OCC1=CC2=C(N(N=C2C=C1)C1=CC=CC=C1)NC(OC(C)(C)C)=O tert-Butyl (5-(hydroxymethyl)-2-phenyl-2H-indazol-3-yl)carbamate